1,3-dihydro-benzo[d]imidazol-2-one N1C(NC2=C1C=CC=C2)=O